CN(C)CC1=CC=C(C=C1)[S@](=O)(N)=NC(NC=1C(=NC=C(C1C(C)C)F)C(C)C)=O (S)-4-((dimethylamino)methyl)-N'-((5-fluoro-2,4-diisopropylpyridin-3-yl)carbamoyl)benzenesulfonimidamide